3-(2-amino-[1,2,4]triazolo[1,5-a]pyridin-7-yl)-N-(3-(5-chloropyridin-2-yl)-3-hydroxypropyl)-2-fluoro-6-methylbenzamide NC1=NN2C(C=C(C=C2)C=2C(=C(C(=O)NCCC(O)C3=NC=C(C=C3)Cl)C(=CC2)C)F)=N1